N-[2-[3-(iodomethyl)cyclobutyl]-6-methoxy-indazol-5-yl]-6-(trifluoromethyl)pyridine-2-carboxamide ICC1CC(C1)N1N=C2C=C(C(=CC2=C1)NC(=O)C1=NC(=CC=C1)C(F)(F)F)OC